FC(C=1C=C(C=CC1C(F)(F)F)B1OC(C(O1)(C)C)(C)C)(F)F 2-(3,4-bis(trifluoromethyl)phenyl)-4,4,5,5-tetramethyl-1,3,2-dioxaborolane